O=C1NC(CCC1N1C(C2=CC=C(C=C2C1=O)N1CC(C1)CN1CCN(CC1)C1=CC=C(C=C1)N(C(C)=O)C1CCC(CC1)NC1=NC2=CC=CC=C2C=N1)=O)=O N-(4-(4-((1-(2-(2,6-dioxopiperidin-3-yl)-1,3-dioxoisoindolin-5-yl)azetidin-3-yl)methyl)piperazin-1-yl)phenyl)-N-((1r,4r)-4-(quinazolin-2-ylamino)cyclohexyl)acetamide